2-[4-(difluoromethoxy)-3-(2,6-dimethylphenyl)phenyl]-5-methyl-3-oxo-1H-imidazol-3-ium-4-carboxamide FC(OC1=C(C=C(C=C1)C1NC(=C([N+]1=O)C(=O)N)C)C1=C(C=CC=C1C)C)F